C(C)(C)N1N=CC=2C1=NC(=NC2)C(=O)NC2(CC2)C2=CC=C(C=C2)B2OC(C(O2)(C)C)(C)C 1-isopropyl-N-(1-(4-(4,4,5,5-tetramethyl-1,3,2-dioxaborolan-2-yl)phenyl)cyclopropyl)-1H-pyrazolo[3,4-d]pyrimidine-6-carboxamide